2-fluoro-6,7-dihydrospiro[cyclopenta[e]pyrazolo[1,5-a]pyrimidine-8,1'-cyclopropane]-6-carbonitrile FC1=NN2C(N=CC3=C2C2(CC2)CC3C#N)=C1